BrC1=C(C(=C(C=C1F)NN)OC)F (4-bromo-3,5-difluoro-2-methoxyphenyl)hydrazine